2-(5-fluoro-2-(methoxymethoxy)phenyl)acetic acid methyl ester COC(CC1=C(C=CC(=C1)F)OCOC)=O